C(C1=CC=CC=C1)OC(=O)N1CCN(CC1)C1=CC=C(C=C1)[C@@H]1CN(CCO1)C(=O)OC(C)(C)C tert-butyl (2R)-2-[4-(4-benzyloxycarbonylpiperazin-1-yl)phenyl]morpholine-4-carboxylate